2-[2-(3-methyl-2-nitrophenylamino)ethoxy]ethan-1-ol CC=1C(=C(C=CC1)NCCOCCO)[N+](=O)[O-]